diethyl imidazole-4,5-dicarboxylate N1C=NC(=C1C(=O)OCC)C(=O)OCC